FC1=C(C=CC=C1)C1N(CCNC1)C(=O)C1=C(C=C(C=C1)C1(CC1)C(=O)N)N1CCCC1 [4-[2-(2-fluorophenyl)piperazine-1-carbonyl]-3-pyrrolidin-1-ylphenyl]cyclopropanecarboxamide